3-(cyclopentylmethyl)-1-(2-{[4-(4-methylpiperazin-1-yl)phenyl]amino}-5-[2-(triisopropylsilyl)ethynyl]pyrido[2,3-d]pyrimidin-7-yl)urea C1(CCCC1)CNC(NC=1C=C(C2=C(N=C(N=C2)NC2=CC=C(C=C2)N2CCN(CC2)C)N1)C#C[Si](C(C)C)(C(C)C)C(C)C)=O